(3E)-1-bromo-3-hexene BrCC\C=C\CC